Cl.N[C@H](C(=O)OC(C)(C)C)C(C)C (S)-tert-butyl 2-amino-3-methylbutanoate hydrochloride